C1(CC1)C(C(C(=O)NC1=NC=C(C(=C1)F)C=1C(=NNC1C)C)NC(=O)C=1N(N=CC1)CC)C1CC1 N-[1-(dicyclopropylmethyl)-2-[[5-(3,5-dimethyl-1H-pyrazol-4-yl)-4-fluoro-2-pyridyl]amino]-2-oxo-ethyl]-2-ethyl-pyrazole-3-carboxamide